FC1(CN(CCC1)CC[C@@H](CC(=O)O)NC(=O)C1=NN(C(=C1)C1=NC=CC=C1)C1=C(C=CC=C1)C(F)(F)F)F (3S)-5-(3,3-difluoropiperidin-1-yl)-3-{[5-(pyridin-2-yl)-1-[2-(trifluoromethyl)phenyl]-1H-pyrazol-3-yl]formamido}pentanoic acid